N-(4-(chlorodifluoromethoxy)phenyl)-1-isopropyl-7-(2-(tetrahydro-2H-pyran-2-yl)-2,4-dihydropyrazolo[3',4':3,4]cyclopenta[1,2-b]pyridin-7-yl)-1H-benzo[d]imidazole-5-carboxamide ClC(OC1=CC=C(C=C1)NC(=O)C1=CC2=C(N(C=N2)C(C)C)C(=C1)C=1C=C2C(=NC1)CC=1C2=NN(C1)C1OCCCC1)(F)F